C(C)(C)(C)[Si](OCC(CI)F)(C)C tert-butyldimethyl(2-fluoro-3-iodopropoxy)silane